C1(CC1)N1N=CC(=C1)C=1C=C(C=CC1)N(C(=O)[C@@H]1CC[C@H](CC1)CNC(OC)=O)C[C@@H]1CC[C@H](CC1)C1=CC(=C(C=C1)OC)C Methyl ((trans-4-((3-(1-cyclopropyl-1H-pyrazol-4-yl)phenyl)((trans-4-(4-methoxy-3-methylphenyl)cyclohexyl)methyl)carbamoyl)cyclohexyl)methyl)carbamate